BrC1=CC(=C(CNN2C(CNC(C2)=O)=O)C(=C1)F)F 1-(4-bromo-2,6-difluorobenzylamino)piperazine-2,5-dione